NC1=CC=C(C=C1)C=1N=NC(=CC1)C1=CC=C(C=C1)N 3,6-bis(4-aminophenyl)pyridazine